tert-butyl N-[(1S,2S)-2-ethoxy-2,3-dihydro-1H-inden-1-yl]carbamate C(C)O[C@@H]1[C@H](C2=CC=CC=C2C1)NC(OC(C)(C)C)=O